O[C@@H]1C[C@H](N(C1)C(C(C(C)C)C1=CC(=NO1)OCCCCCCC(=O)O)=O)C(NCC1=CC=C(C=C1)C1=C(N=CS1)C)=O 7-((5-(1-((2S,4R)-4-hydroxy-2-((4-(4-methylthiazol-5-yl)benzyl)carbamoyl)pyrrolidin-1-yl)-3-methyl-1-oxobutan-2-yl)isoxazol-3-yl)oxy)heptanoic acid